ClC1=CC=C(C=C1)C1=N[C@H](C(NC2=C1C=CC=C2OC)=O)C(C(=O)N)(C(C(=O)N)CCC(F)(F)F)CCC(F)(F)F ((3S)-5-(4-chlorophenyl)-9-methoxy-2-oxo-2,3-dihydro-1H-1,4-benzodiazepin-3-yl)-2,3-bis(3,3,3-trifluoropropyl)succinamide